O[C@H](COC=1C=C(C=CC1)S(=O)(=O)NC)CN[C@H]1COC2(C1)CCN(CC2)S(=O)(=O)C2=CC1=C(OCCN1CCC)N=C2 3-((S)-2-hydroxy-3-((R)-8-(1-propyl-2,3-dihydro-1H-pyrido[2,3-b][1,4]oxazin-7-ylsulfonyl)-1-oxa-8-azaspiro[4.5]dec-3-ylamino)propoxy)-N-methylbenzenesulfonamide